C(#N)C1=CC(=C(C=C1)[C@@H]1C(=C(NC2=C(C=NC(=C12)OCC)C)C)C(=O)OCOC(C)=O)OC Acetoxymethyl (4S,4R)-4-(4-cyano-2-methoxyphenyl)-5-ethoxy-2,8-dimethyl-1,4-dihydro-1,6-naphthyridine-3-carboxylate